[(1R,3S)-3-(hydroxymethyl)cyclopentyl]methanol OC[C@@H]1C[C@@H](CC1)CO